(bromomethyl)thiazole-5-carboxylic acid methyl ester COC(=O)C1=CN=C(S1)CBr